NCCCN1CCN(CC1)CCCN bisaminoPropyl-piperazine